D-arabinofuranosyl-5-iodouracil C1([C@@H](O)[C@H](O)[C@H](O1)CO)C1=C(C(NC(N1)=O)=O)I